C(CC=C)NC1=NC(=CC=C1I)N N2-(but-3-en-1-yl)-3-iodopyridine-2,6-diamine